4-(6-(3,5-dimethylisoxazol-4-yl)-3-(4-fluorophenyl)-1H-pyrrolo[3,2-b]pyridin-1-yl)-3,5-diethoxybenzoic acid CC1=NOC(=C1C=1C=C2C(=NC1)C(=CN2C2=C(C=C(C(=O)O)C=C2OCC)OCC)C2=CC=C(C=C2)F)C